ClC1=NC2=CN=CC=C2C(=C1)Cl 2,4-dichloro-1,7-naphthyridine